BrC1=CC=C(C=N1)C(C)(C)O 2-(6-bromopyridin-3-yl)propan-2-ol